COC1=CC=C(C=C1)SC([2H])([2H])[2H] (4-methoxyphenyl)(methyl-d3)sulfane